1-(3-benzyloxy-5-chloro-phenyl)-5-(2-methoxy-3-pyridyl)pyrimidine-2,4-dione C(C1=CC=CC=C1)OC=1C=C(C=C(C1)Cl)N1C(NC(C(=C1)C=1C(=NC=CC1)OC)=O)=O